N-(benzo[d]isothiazol-3-yl)-4-bromo-2-methylbenzamide S1N=C(C2=C1C=CC=C2)NC(C2=C(C=C(C=C2)Br)C)=O